C(C)(C)(C)OC(=O)NC(C)C=1N=C2N(C(=NC=C2C2=CC(=NN2C)C(=O)O)NCC2=C(C=CC3=C2CCO3)F)C1 5-(2-(1-((tert-butoxycarbonyl)amino)ethyl)-5-(((5-fluoro-2,3-dihydrobenzofuran-4-yl)methyl)amino)imidazo[1,2-c]pyrimidin-8-yl)-1-methyl-1H-pyrazole-3-carboxylic acid